C(C)N(C1=C(C=C(C=C1)C)NC(=O)NCC1=CC2=C(C(N(C2)C2C(NC(CC2)=O)=O)=O)S1)CC 1-(4-(diethylamino)-3-tolyl)-3-((5-(2,6-dioxopiperidin-3-yl)-6-oxo-5,6-dihydro-4H-thieno[2,3-c]pyrrol-2-yl)methyl)urea